methyl rac-(1S,3S)-3-(6-chloro-1H-pyrazolo[3,4-d]pyrimidin-1-yl)cyclohexane-1-carboxylate ClC1=NC=C2C(=N1)N(N=C2)[C@@H]2C[C@H](CCC2)C(=O)OC |r|